3-Chloro-4-(3,3-difluoro-piperidin-4-ylsulfamoyl)-1-methyl-d3-1H-pyrrole-2-carboxylic acid (3,4,5-trifluoro-phenyl)-amide FC=1C=C(C=C(C1F)F)NC(=O)C=1N(C=C(C1Cl)S(NC1C(CNCC1)(F)F)(=O)=O)C([2H])([2H])[2H]